CS(=O)(=O)OCC(CC=1C=C(C(=C2C=CNC12)F)Cl)NC(=O)OC(C)(C)C 2-((tert-butoxycarbonyl)amino)-3-(5-chloro-4-fluoro-1H-Indol-7-yl)propyl methanesulfonate